NCCS(=O)(=O)OC(CCCCCCCCCCCCC)=O.[NH4+] ammonium myristoyl taurate